N1=CC(=CC=C1)OC=1C2=C(N=C(N1)N1CCOCC1)NCC2 4-(4-(pyridin-3-yloxy)-6,7-dihydro-5H-pyrrolo[2,3-d]pyrimidin-2-yl)morpholine